2,5-bis(dimethylhexyldithio)-1,3,4-thiadiazole CC(CCCCC)(SSC=1SC(=NN1)SSC(CCCCC)(C)C)C